4-Amino-N-(2,3-dihydro-1H-inden-2-yl)-6-((3-fluoro-2-methylphenyl)amino)pyridineamide NC1=CC(=NC(=C1)NC1=C(C(=CC=C1)F)C)C(=O)NC1CC2=CC=CC=C2C1